4-fluoropiperidine-1-carboxylic acid FC1CCN(CC1)C(=O)O